1,3,5-triazinAnon N1C(NCNC1)=O